C(CCC)OC(=O)N1CCOCCC1 1,4-oxazepane-4-carboxylic acid butyl ester